4-bromo-6-fluoro-7-methylsulfonyl-2,3-dihydroinden-1-one BrC1=C2CCC(C2=C(C(=C1)F)S(=O)(=O)C)=O